methyl ((1-((5-methoxy-3-((2-methoxyphenyl)sulfonamido)benzo[d]isoxazol-6-yl)methyl)-1H-pyrazol-4-yl)methyl)carbamate COC=1C(=CC2=C(C(=NO2)NS(=O)(=O)C2=C(C=CC=C2)OC)C1)CN1N=CC(=C1)CNC(OC)=O